(1R)-2-amino-1-[6-[4-chloro-2-(2-methyl-6-morpholin-4-ylpyridin-4-yl)oxyphenyl]pyridin-3-yl]ethanol NC[C@H](O)C=1C=NC(=CC1)C1=C(C=C(C=C1)Cl)OC1=CC(=NC(=C1)N1CCOCC1)C